OCCN1CCN(CC1)C=1C=NC=2C=CC(=C(C2N1)C#N)NC1=CC(=C(C=C1)OCC=1C=NC(=CC1)OC)OC 3-(4-(2-hydroxyethyl)piperazin-1-yl)-6-((3-methoxy-4-((6-methoxypyridin-3-yl)methoxy)phenyl)amino)quinoxaline-5-carbonitrile